benzhydryl-(cyclopentadienyl)(fluorenyl)zirconium dichloride [Cl-].[Cl-].C(C1=CC=CC=C1)(C1=CC=CC=C1)[Zr+2](C1=CC=CC=2C3=CC=CC=C3CC12)C1C=CC=C1